C(C1=CC=CC=C1)OC1=C(C=C2C3=C(C=C(C(=C3)CC)OCC3=CC=CC=C3)C3(CCC3)OC2=C1)C 3,8-bis(benzyloxy)-9-ethyl-2-methylspiro[benzo[c]chromene-6,1'-cyclobutane]